1-[(2,2-difluorocyclopropyl)methyl]-4-(4,4,5,5-tetramethyl-1,3,2-dioxaborolan-2-yl)pyrazole FC1(C(C1)CN1N=CC(=C1)B1OC(C(O1)(C)C)(C)C)F